[Mg+2].CN1C=2C(NC(=NC2NCC1CNC1=CC=C(C(N[C@@H](CCC(=O)[O-])C(=O)O)=O)C=C1)N)=O.CN1C=2C(NC(=NC2NCC1CNC1=CC=C(C(N[C@@H](CCC(=O)[O-])C(=O)O)=O)C=C1)N)=O 5-methyltetrahydrofolic acid magnesium salt